ClC=1C=C2C(=C3C1NC(NC31CCCCC1)=O)OC(=N2)CNCCC2=NOC=C2 5-chloro-2-({[2-(1,2-oxazol-3-yl)ethyl]amino}methyl)-7,8-dihydro-6H-spiro[[1,3]oxazolo[5,4-f]quinazoline-9,1'-cyclohexane]-7-one